2-[(4-cyano-2-fluoro-phenyl)methoxy]-6-[3-fluoro-4-[[6-methoxycarbonyl-1-(2-methoxyethyl)benzimidazol-2-yl]methyl]phenyl]pyridine-4-carboxylic acid C(#N)C1=CC(=C(C=C1)COC1=NC(=CC(=C1)C(=O)O)C1=CC(=C(C=C1)CC1=NC2=C(N1CCOC)C=C(C=C2)C(=O)OC)F)F